C(CCCCCCCCCCC)SCCC(=O)OCC(COC(CCSCCCCCCCCCCCC)=O)(COC(CCSCCCCCCCCCCCC)=O)COC(CCSCCCCCCCCCCCC)=O 2,2-Bis[[3-(dodecylthio)-1-oxopropoxy]methyl]propane-1,3-diyl bis[3-(dodecyl thio) propionate]